N-[4-[[3-(3,5-dimethoxyanilino)quinoxalin-2-yl]sulfamoyl]phenyl]-3-methoxy-4-methylbenzamide COC=1C=C(NC=2C(=NC3=CC=CC=C3N2)NS(=O)(=O)C2=CC=C(C=C2)NC(C2=CC(=C(C=C2)C)OC)=O)C=C(C1)OC